CN1[C@H]2CN[C@@H](C1)C2 (1R,4R)-5-methyl-2,5-diazabicyclo[2.2.1]heptane